2,3-dihydro-1-benzofuran-6-ol O1CCC2=C1C=C(C=C2)O